ClC=1C=C(C=C(C1)CCN[C@@H]([C@H]1CNC2=C(N1)N=CC=C2)C2=CC=CC=C2)C(C(=O)O)(C)C 2-(3-chloro-5-(2-(((R)-phenyl((R)-1,2,3,4-tetrahydropyrido[2,3-b]pyrazin-3-yl)methyl)amino)ethyl)phenyl)-2-methylpropanoic acid